ClC=1C=C2C=NC(=NC2=CC1C1CCN(CC1)C1COC1)NC=1C=NN(C1Cl)C1CC1 6-chloro-N-(5-chloro-1-cyclopropyl-1H-pyrazol-4-yl)-7-[1-(oxetan-3-yl)piperidin-4-yl]quinazolin-2-amine